N[C@@H]1CN(CCC1)C1=C(C=NC(=C1)NC1=NC(=NC=C1)C1=C(C=CC=C1OC)F)C=1C=C(C(=O)N(C)C)C=CC1 (S)-3-(4-(3-aminopiperidin-1-yl)-6-((2-(2-fluoro-6-methoxyphenyl)pyrimidin-4-yl)amino)pyridin-3-yl)-N,N-dimethylbenzamide